2-(2-oxopyrrolidin-1-yl)ethyl 4-methylbenzenesulfonate 2-(2-oxopyrrolidin-1-yl)ethyl-4-methylbenzenesulfonate O=C1N(CCC1)CCOS(=O)(=O)C1=CC=C(C=C1)C.CC1=CC=C(C=C1)S(=O)(=O)OCCN1C(CCC1)=O